C(#N)C1=C(C=CC(=C1)C)CS(=O)(=O)NC1=C(C(=C(C=C1F)C1=CC2=C(N=C(N=C2)N[C@@H]2CNC[C@H](C2)F)N(C1=O)C(C)C)F)F 1-(2-cyano-4-methyl-phenyl)-N-(2,3,6-trifluoro-4-(2-(((3S,5S)-5-fluoropiperidin-3-yl)-amino)-8-isopropyl-7-oxo-7,8-dihydropyrido-[2,3-d]pyrimidin-6-yl)-phenyl)methanesulfonamide